C1(CC1)N1N=C(C=C1S(=O)(=O)C(C1CCN(CC1)C(=O)NC1=CN=NC=C1)(F)F)C 4-(((1-cyclopropyl-3-methyl-1H-pyrazol-5-yl)sulfonyl)difluoro-methyl)-N-(pyridazin-4-yl)piperidine-1-carboxamide